C1(CC1)C=1N=CN(C1)C=1C=C2C(C(=CN(C2=CC1)C(C)C)C1=NC(=CC=C1)C1=NN=CN1C(C)C)=O 6-(4-cyclopropyl-1H-imidazol-1-yl)-1-isopropyl-3-(6-(4-isopropyl-4H-1,2,4-triazol-3-yl)pyridin-2-yl)quinolin-4(1H)-one